D-lysergic acid 2,4-dimethylazetidide CC1N(C(C1)C)C(=O)[C@H]1CN(C)[C@@H]2CC3=CNC4=CC=CC(C2=C1)=C34